N-[6-[[tert-butyl-(dimethyl)silyl]oxymethyl]-4-methyl-6,7-dihydro-5H-cyclopenta[b]pyridin-2-yl]-2-(dimethylamino)acetamide C(C)(C)(C)[Si](OCC1CC=2C(=NC(=CC2C)NC(CN(C)C)=O)C1)(C)C